FC1=C(C=CC=C1C)C=1N(C(=CC1C(=O)N)C1=C2C(=NC=C1)NC=C2)COCC[Si](C)(C)C 2-(2-fluoro-3-methylphenyl)-5-(1H-pyrrolo[2,3-b]pyridin-4-yl)-1-{[2-(trimethylsilyl)ethoxy]methyl}-1H-pyrrole-3-carboxamide